C(C)(C)NC[Ti] (isopropylaminomethyl)titanium